silver p-aminosalicylate NC=1C=C(C(C(=O)[O-])=CC1)O.[Ag+]